FC1=CC=C2C(=CNC2=C1)C=1C=C(SC1)C(CC(=O)O)=O 3-(4-(6-fluoro-1H-indol-3-yl)thiophen-2-yl)-3-oxopropionic acid